C(C)C=1C(NC2=CC(=CN=C2C1F)CO)=O 3-ethyl-4-fluoro-7-(hydroxymethyl)-1,5-naphthyridin-2(1H)-one